6-(4-((1H-indazol-5-yl)amino)pyrimidin-2-yl)-N-(3-(dimethylamino)pyridin-4-yl)-1H-indole-2-carboxamide N1N=CC2=CC(=CC=C12)NC1=NC(=NC=C1)C1=CC=C2C=C(NC2=C1)C(=O)NC1=C(C=NC=C1)N(C)C